C(C)(C)(C)[C@H]1OC[C@@](N1C(=O)OC(C)(C)C)(C)C(=O)N1CCN(CC1)C(NC1=NC(N(C=C1)C1=CC=C(C=C1)C=O)=O)=O tert-butyl (2R,4S)-2-(tert-butyl)-4-(4-((1-(4-formylphenyl)-2-oxo-1,2-dihydropyrimidin-4-yl)carbamoyl)piperazine-1-carbonyl)-4-methyloxazolidine-3-carboxylate